ClC1=CC=2C=3C=CC(=CC3N(C(N(C2N=C1)CC)=O)C1=C(C=C(C=C1F)NCCNC1COCC1)F)Cl 4,13-dichloro-10-[2,6-difluoro-4-({2-[(oxolan-3-yl)amino]ethyl}amino)phenyl]-8-ethyl-6,8,10-triazatricyclo[9.4.0.02,7]pentadeca-1(11),2(7),3,5,12,14-hexaen-9-one